NCCC(=O)NC=1C=C(COC(=O)N(CC(=O)OC(C)(C)C)C)C=CC1O[C@H]1O[C@@H]([C@H]([C@@H]([C@@H]1O)O)O)CO tert-butyl N-(((3-(3-aminopropanamido)-4-(((2R,3S,4S,5S,6R)-3,4,5-trihydroxy-6-(hydroxymethyl)tetrahydro-2H-pyran-2-yl)oxy)benzyl)oxy)carbonyl)-N-methylglycinate